P(=O)(OC[N+]1=C(C(=CC=C1)C1=CC(=NO1)CC=1C=NC(=CC1)OCC1=NC(=CC=C1)Cl)N)(O)[O-] (2-amino-3-(3-((6-((6-chloropyridin-2-yl)methoxy)pyridin-3-yl)methyl)isoxazol-5-yl)pyridin-1-ium-1-yl)methyl hydrogen phosphate